2-(dimethyl-1H-pyrazol-1-yl)succinic acid CC=1C(=NN(C1)C(C(=O)O)CC(=O)O)C